C[C@H]1[C@H](CN(CC1)C(CC#N)=O)N(C=1C2=C(N=CN1)NC=C2)C (3R,4R)-4-methyl-3-(methyl-7H-pyrrolo[2,3-d]pyrimidin-4-ylamino)-β-oxo-piperidinepropanenitrile